2-methyl-3-butenoyl chloride CC(C(=O)Cl)C=C